C(CCCCCCC)[SiH2]OCC(OC)OC octyl-dimethoxyethoxysilane